1-(2-methoxypyrimidin-5-yl)-1H-benzo[d]imidazol-2(3H)-one COC1=NC=C(C=N1)N1C(NC2=C1C=CC=C2)=O